sodium iso-tridecanol C(CCCCCCCCCC(C)C)O.[Na]